C1(CC1)C1=C(C(=NN1C=1SC=C(N1)C(=O)O)C=1C=C(C(=CC1)F)C1=CC(=CC=C1)OC)CC1=CC=C(C=C1)S(N)(=O)=O 2-(5-cyclopropyl-3-(6-fluoro-3'-methoxy-[1,1'-biphenyl]-3-yl)-4-(4-sulfamoylbenzyl)-1H-pyrazol-1-yl)thiazole-4-carboxylic acid